C(C)(C)(C)C1=C(C2=C(N=CN=C2OC2C(CCCC2)C(F)(F)F)S1)C1=CC(=C(C=C1)Cl)Cl 6-tert-butyl-5-(3,4-dichlorophenyl)-4-(2-(trifluoromethyl)cyclohexyloxy)thieno[2,3-d]pyrimidine